CC(C)(C)C1=CC(=CC(=C1O)C(C)(C)C)CCC(=O)OC Methyl Di-T-Butyl Hydroxyhydrocinnamate